methyl 3,4-dichloro-isothiazole-5-carboxylate ClC1=NSC(=C1Cl)C(=O)OC